1-(tetrahydro-2H-pyran-2-yl)-1H-pyrazol-3-amine O1C(CCCC1)N1N=C(C=C1)N